1-tert-butyl-N-[(3-{4-[(2-methyl-4,5,6,7-tetrahydro-1,3-benzothiazol-6-yl)amino]-1-(2,2,2-trifluoroethyl)-1H-indol-2-yl}-1,2,4-oxadiazol-5-yl)methyl]-1H-pyrrole-3-carboxamide C(C)(C)(C)N1C=C(C=C1)C(=O)NCC1=NC(=NO1)C=1N(C2=CC=CC(=C2C1)NC1CC2=C(N=C(S2)C)CC1)CC(F)(F)F